C(C)OC=1SC=CN1 2-ethoxy-1,3-thiazole